CC1(CCN(CC1)C(=O)N[C@@H]1[C@H](CCCC1)N1CCN(CC1)C(C)C)C1=NOC(=N1)C |r| rac-4-methyl-4-(5-methyl-1,2,4-oxadiazol-3-yl)-N-{(1S,2S)-2-[4-(propan-2-yl)piperazin-1-yl]cyclohexyl}piperidine-1-carboxamide